N1=C(C=CC=C1)C1(CCOC2(CCCC2)C1)CCN [2-(9-pyridin-2-yl-6-oxa-spiro[4.5]dec-9-yl)-ethyl]-amine